3-(2-(3-(Aminomethyl)-4-fluorophenoxy)ethyl)piperidine-1-carboxylic acid tert-butyl ester C(C)(C)(C)OC(=O)N1CC(CCC1)CCOC1=CC(=C(C=C1)F)CN